CN1C(NC(=C1)C)=O 1,4-dimethyl-1,3-dihydro-2H-imidazol-2-one